C(C)(C)(C)OC(=O)N1C2CN(CC1CC2)CC2=C(N=C1N2C=CC=C1)C1=CC=C(C=C1)C(C)C tert.-Butyl-3-{[2-(4-isopropylphenyl)imidazo-[1,2-a]pyridin-3-yl]methyl}-3,8-diazabicyclo[3.2.1]-octane-8-carboxylate